3-(4-bromo-3-methyl-2-oxo-2,3-dihydro-1H-benzimidazol-1-yl)-1-[(4-methoxyphenyl)methyl]piperidine-2,6-dione BrC1=CC=CC=2N(C(N(C21)C)=O)C2C(N(C(CC2)=O)CC2=CC=C(C=C2)OC)=O